F[C@@H]1S(C2=C(O[C@@H](C1)C)C(=CC(=C2)C(=O)O)F)(=O)=O (2R,4R)-4,9-difluoro-2-methyl-3,4-dihydro-2H-benzo[b][1,4]oxathiepine-7-carboxylic acid 5,5-dioxide